N-[(2S)-2-[bis(carboxymethyl)amino]-3-(4-ethoxyphenyl)propyl]-N-[2-[bis(carboxymethyl)amino]ethyl]glycine C(=O)(O)CN([C@H](CN(CC(=O)O)CCN(CC(=O)O)CC(=O)O)CC1=CC=C(C=C1)OCC)CC(=O)O